N1(N=NC=CC1)C(=O)N triazine-1(6H)-carboxamide